C(C1=CC=CC=C1)[C@H](C(=O)NC=1C=NC2=C(C=CC=C2C1C)F)CC1(CC1)C (2R)-2-benzyl-N-(8-fluoro-4-methyl-3-quinolyl)-3-(1-methylcyclopropyl)propanamide